hexanamid C(CCCCC)(=O)N